(S)-1-((S)-2-amino-3-methylbutanoyl)-N-((S)-1-phenyl-2-(pyridin-2-yl)ethyl)pyrrolidine-2-carboxamide dihydrochloride salt Cl.Cl.N[C@H](C(=O)N1[C@@H](CCC1)C(=O)N[C@@H](CC1=NC=CC=C1)C1=CC=CC=C1)C(C)C